4,6-dichloro-5-(1,3-dioxan-2-yl)pyrimidine ClC1=NC=NC(=C1C1OCCCO1)Cl